NCC[Si](OCCCC)(OCCCC)OCCCC β-aminoethyltributoxysilane